cyanoethoxydiisopropylphosphinyl-(±)-2-amino-1,3-propanediol C(#N)CCOC(C(CO)N)(O)P(=O)(C(C)C)C(C)C